ClC1=C(C=C(C=C1)C=1C=CC=C2C=CN(C(C12)=O)CC(N1CCCC1)=O)C(F)(F)F 8-(4-chloro-3-(trifluoromethyl)phenyl)-2-(2-oxo-2-(pyrrolidin-1-yl)ethyl)isoquinolin-1(2H)-one